3,3-Dioxonaphtho[2,1-b]thiophene O=S1(C2=C(C=C1)C1=CC=CC=C1C=C2)=O